trans-1-(4-((2-(3-(3,4-dihydroisoquinolin-2(1H)-yl)-4-hydroxypyrrolidin-1-yl)pyrimidin-4-yl)amino)piperidin-1-yl)ethanone C1N(CCC2=CC=CC=C12)[C@@H]1CN(C[C@H]1O)C1=NC=CC(=N1)NC1CCN(CC1)C(C)=O